BrC=1C=C(C=C(C1)Cl)NC(=O)NC1=C(C(=CC(=C1)Br)Br)CO 1-(3-bromo-5-chlorophenyl)-3-(3,5-dibromo-2-hydroxymethylphenyl)urea